2,13-diphenylbenzo[c]pyrazino[2,3-g]pyrazolo[1,5-a][1,5]naphthyridine C1(=CC=CC=C1)C1=NN2C(C3=C(C4=NC5=C(C(=C24)C2=CC=CC=C2)N=CC=N5)C=CC=C3)=C1